((2-Cyanoisoindolin-4-yl)amino)-N-methylisoquinoline-6-carboxamide C(#N)N1CC2=CC=CC(=C2C1)NC1=NC=CC2=CC(=CC=C12)C(=O)NC